2-[4-{(hydroxy-3-dodecyloxypropyl)oxy}-2-hydroxyphenyl]-4,6-bis(2,4-dimethylphenyl)-1,3,5-triazine OC(CCOC1=CC(=C(C=C1)C1=NC(=NC(=N1)C1=C(C=C(C=C1)C)C)C1=C(C=C(C=C1)C)C)O)OCCCCCCCCCCCC